sodium diglycolate C(COCC(=O)[O-])(=O)[O-].[Na+].[Na+]